1h,4h,5h,6h,7h-imidazo[4,5-c]pyridine-1,5-dicarboxylic acid 1,5-di-tert-butyl ester C(C)(C)(C)OC(=O)N1C=NC=2CN(CCC21)C(=O)OC(C)(C)C